4-amino-N-(cyclopropylmethyl)-N-[[5-(trifluoromethyl)-2-pyridyl]methyl]-1,3-dihydrofuro[3,4-c]quinoline-8-carboxamide NC1=NC=2C=CC(=CC2C2=C1COC2)C(=O)N(CC2=NC=C(C=C2)C(F)(F)F)CC2CC2